C1(OC(CC2C1C1C(OC(C2C1)=O)=O)=O)=O tetrahydro-5,9-methano-1H-pyrano[3,4-d]oxepin-1,3,6,8(4H)-tetrone